IC=1N=NC(=CN1)N(C1CC2CCC(C1)N2C(=O)OC(C)(C)C)C tert-butyl (exo)-3-[(3-iodo-1,2,4-triazin-6-yl) (methyl) amino]-8-azabicyclo[3.2.1]Octane-8-carboxylate